Isopropyl n-decanoate C(CCCCCCCCC)(=O)OC(C)C